CN1CN(C=C1Cl)C 1,3-dimethyl-5-chloroimidazole